COC(NC1=CC=C2C3=CNC([C@H](CCCCCCN(C2=C1)C)NC(\C=C\C1=C(C=CC(=C1)Cl)N1N=NN=C1)=O)=N3)=O {(S)-15-[(E)-3-(5-Chloro-2-tetrazol-1-yl-phenyl)-acryloylamino]-8-methyl-8,17,19-triaza-tricyclo[14.2.1.02,7]nonadeca-1(18),2,4,6,16(19)-pentaen-5-yl}-carbamic Acid methyl ester